pyrimidin-2-d-4-amine N1=C(N=C(C=C1)N)[2H]